5-(4-((8-(cyclopent-1-en-1-yl)-2-methyl-3-oxo-3,4-dihydroquinoxalin-6-yl)methyl)piperazin-1-yl)-6-fluoro-N-methylpyridinecarboxamide C1(=CCCC1)C=1C=C(C=C2NC(C(=NC12)C)=O)CN1CCN(CC1)C=1C=CC(=NC1F)C(=O)NC